tert-Butyl 5-({O-[tert-butyl(diphenyl)silyl]-N-(2H3)methyl-D-seryl}amino)-1H-pyrrolo[3,2-b]pyridine-1-carboxylate [Si](C1=CC=CC=C1)(C1=CC=CC=C1)(C(C)(C)C)OC[C@@H](NC([2H])([2H])[2H])C(=O)NC1=CC=C2C(=N1)C=CN2C(=O)OC(C)(C)C